cubanyl-biguanide C12(C3C4C5C3C1C5C24)NC(=N)NC(=N)N